5-chloro-7-fluoroindoline-2,3-dione ClC=1C=C2C(C(NC2=C(C1)F)=O)=O